(chloromethyl)(methyl)divinyl-silane ClC[Si](C=C)(C=C)C